tert-butyl (6R,7R)-6-methyl-7-(4-pyridyloxy)-2-azaspiro[3.5]nonane-2-carboxylate C[C@@H]1CC2(CN(C2)C(=O)OC(C)(C)C)CC[C@H]1OC1=CC=NC=C1